NCC[C@H](O)C1=CC=C(C=C1)Cl (S)-3-amino-1-(4-chlorophenyl)propan-1-ol